NC1=NC=C(C(=N1)N)[N+](=O)[O-] 2,4-Diamino-5-nitropyrimidine